methyl ((4-(aminomethyl)phenyl)(imino)methyl)carbamate trifluoroacetate FC(C(=O)O)(F)F.NCC1=CC=C(C=C1)C(=N)NC(OC)=O